bis({[(2-methoxyethoxy)carbonyl]oxy}methyl) {[(2R,3S,4R,5R)-5-(2-chloro-6-{[(3S)-oxolan-3-yl]amino}-9H-purin-9-yl)-3,4-dihydroxyoxolan-2-yl]methoxy}methanephosphonate ClC1=NC(=C2N=CN(C2=N1)[C@H]1[C@@H]([C@@H]([C@H](O1)COCP(OCOC(=O)OCCOC)(=O)OCOC(=O)OCCOC)O)O)N[C@@H]1COCC1